5'-bromo-1',2'-dihydrospiro[cyclopropane-1,3'-pyrrolo[2,3-b]pyridin]-2'-one BrC=1C=C2C(=NC1)NC(C21CC1)=O